COC=1N=C(C(=NC1C1=CC=CC=2N(C=NC21)C)C(=O)N)NC2=CC=C(C=C2)N2CCOCC2 5-methoxy-6-(1-methylbenzimidazol-4-yl)-3-(4-morpholinoanilino)pyrazine-2-carboxamide